tert-butyl 2-(2-(nitromethyl)tricyclo[4.2.1.03,8]nonan-2-yl)acetate [N+](=O)([O-])CC1(C2C3CC(CCC13)C2)CC(=O)OC(C)(C)C